COC(C(C)C1=CC=C(C=C1)C1=C(C(=NC=C1)C)C)=O 4-(2,3-dimethylpyridine-4-yl)phenylpropionic acid methyl ester